7α,25-Dihydroxycholest-4-en O[C@H]1[C@H]2[C@@H]3CC[C@H]([C@@H](CCCC(C)(C)O)C)[C@]3(CC[C@@H]2[C@]2(CCCC=C2C1)C)C